C(C1=CC=CC=C1)OC1=C(C=CC(=C1)OCCOC)C(CBr)=O 2-(benzyloxy)-4-(2-methoxyethoxy)phenyl-2-bromoethanone